(5-methyl-2-oxo-1,3-dioxol-4-yl)methyl acetate C(C)(=O)OCC=1OC(OC1C)=O